FC1=CC=C(C=C1)C1=CC=C(C=N1)C(=O)N1C2CN(CC1CC2)C2=NC(=CC(=N2)C)NC2=NNC(=C2)C (6-(4-fluorophenyl)pyridin-3-yl)(3-(4-methyl-6-((5-methyl-1H-pyrazol-3-yl)amino)pyrimidin-2-yl)-3,8-diazabicyclo[3.2.1]octane-8-yl)methanone